(E)-2-methyl-3-phenyl-acrylic acid Isopropyl ester C(C)(C)OC(\C(=C\C1=CC=CC=C1)\C)=O